ClC=1C=C(C(=C(C1)C1=CC=C2C(=CN=NC2=C1)NCC1=C(C=C(C=C1)OC)OC)OC)C1CCOCC1 7-[5-CHLORO-2-METHOXY-3-(OXAN-4-YL)PHENYL]-N-[(2,4-DIMETHOXYPHENYL)METHYL]CINNOLIN-4-AMINE